1-(4-chloro-2,6-difluorophenyl)ethan-1-ol ClC1=CC(=C(C(=C1)F)C(C)O)F